2-[N-[(5-thiazolyl)methoxycarbonyl]amino]-1,6-diphenyl-3-hydroxyhexane S1C=NC=C1COC(=O)NC(CC1=CC=CC=C1)C(CCCC1=CC=CC=C1)O